Kalium 2-[[4-[2-Fluoro-4-[[1-[(3-Chlorophenyl)carbamoyl]cyclopropanecarbonyl]amino]phenoxy]-6-methoxy-7-quinolyl]oxy]acetat FC1=C(OC2=CC=NC3=CC(=C(C=C23)OC)OCC(=O)[O-])C=CC(=C1)NC(=O)C1(CC1)C(NC1=CC(=CC=C1)Cl)=O.[K+]